C(C)C1=C(C(=CC(=C1C)OC)C)O 2-ethyl-3,6-dimethyl-4-methoxyphenol